8-methoxy-3-((4-methoxybenzyl)thio)imidazo[1,2-b]pyridazine COC=1C=2N(N=CC1)C(=CN2)SCC2=CC=C(C=C2)OC